C(C(C)C)C1=CC=C(C=C1)CCCC(=O)NCCCCC(NC(CCOCCOCCOCCOCCOCCOCCOCCOCCNC(OCC1=CC=CC=C1)=O)=O)C(=O)OC(C)(C)C tert-butyl 33-(4-(4-(4-isobutylphenyl)butanamido)butyl)-3,31-dioxo-1-phenyl-2,7,10,13,16,19,22,25,28-nonaoxa-4,32-diazatetratriacontan-34-oate